1-(pyridin-4-yl)-1,4-dihydro-5H-tetrazol-5-one N1=CC=C(C=C1)N1N=NNC1=O